N-tert-butoxycarbonyl-pyrrolidine-1-amine C(C)(C)(C)OC(=O)NN1CCCC1